FC1(OC2=C(O1)C=CC(=C2)C(C(=O)O)[C@H](C(F)(F)F)C)F (3R)-2-(2,2-Difluorobenzo[d][1,3]dioxolan-5-yl)-4,4,4-trifluoro-3-methylbutanoic acid